SC=C1CC=C(C=C1)C1=C(C(=C(C(=C1C1=C(C(=C(C(=C1)Cl)Cl)Cl)Cl)C1=C(C(=C(C(=C1)Cl)Cl)Cl)Cl)C1=C(C(=C(C(=C1)Cl)Cl)Cl)Cl)C1=C(C(=C(C(=C1)Cl)Cl)Cl)Cl)C1=CCC(C=C1)=CS bis(p-mercaptomethylenephenyl)-tetrakis(tetrachlorophenyl)benzene